(S)-3-(5-(4-((1-(4-((1R,2R)-2-cyclopentyl-6-hydroxy-1,2,3,4-tetrahydronaphthalen-1-yl)-2-fluorophenyl)piperidin-4-yl)methyl)piperazin-1-yl)-1-oxoisoindolin-2-yl)piperidine-2,6-dione C1(CCCC1)[C@@H]1[C@@H](C2=CC=C(C=C2CC1)O)C1=CC(=C(C=C1)N1CCC(CC1)CN1CCN(CC1)C=1C=C2CN(C(C2=CC1)=O)[C@@H]1C(NC(CC1)=O)=O)F